O1CCN(CC1)C1=NC=C(C2=C1CNC2=O)NC2=NC=C(C=C2)N2CCNCC2 4-morpholino-7-((5-(piperazin-1-yl)pyridin-2-yl)amino)-2,3-dihydro-1H-pyrrolo[3,4-c]pyridin-1-one